4-(2-naphthyl)-1-phenyl-3-trifluoromethyl-1H-pyrazole-5-carbonitrile C1=C(C=CC2=CC=CC=C12)C=1C(=NN(C1C#N)C1=CC=CC=C1)C(F)(F)F